CN(C)CC1(C(C1C)C)CO (1-((dimethylamino)methyl)-2,3-dimethylcyclopropyl)methanol